N-(2-(4-(4-cyclopropylpiperazine-1-yl)piperidine-1-yl)-5-((6-((S)-3-(3-(dimethyl-amino)benzyl)isoxazolidine-2-yl)pyrimidine-4-yl)amino)-4-methoxy-phenyl)acrylamide C1(CC1)N1CCN(CC1)C1CCN(CC1)C1=C(C=C(C(=C1)OC)NC1=NC=NC(=C1)N1OCC[C@@H]1CC1=CC(=CC=C1)N(C)C)NC(C=C)=O